rac-tert-butyl (3aR,7aR)-5-[5-(trifluoromethyl)pyridine-3-yl]-octahydro-1H-pyrrolo[3,4-c]pyridine-2-carboxylate FC(C=1C=C(C=NC1)N1C[C@H]2[C@@H](CC1)CN(C2)C(=O)OC(C)(C)C)(F)F |r|